2-(6-oxabicyclo[3.1.0]hexan-1-yl)-4-(trifluoromethyl)thiazole 2-Methoxyethyl-{3-[5-(4-ethylphenyl)-1H-pyrazol-3-yl]phenyl}carbamate COCCN(C(O)=O)C1=CC(=CC=C1)C1=NNC(=C1)C1=CC=C(C=C1)CC.C12(CCCC2O1)C=1SC=C(N1)C(F)(F)F